N-(5-(5-chlorothiophen-2-yl)-4-cyclobutyl-1-methyl-1H-pyrazol-3-yl)-4,4,4-trifluoro-3,3-dimethylbutanamide ClC1=CC=C(S1)C1=C(C(=NN1C)NC(CC(C(F)(F)F)(C)C)=O)C1CCC1